ClC1=C(C=CC=C1Cl)C1=NC2=CC=CC=C2N=C1 2-(2,3-dichlorophenyl)quinoxaline